(rac)-((1R,2S,4S)-2-((tert-butyldiphenylsilyl)methyl)-2-(3,5-dimethylphenyl)bicyclo[2.1.1]hexan-1-yl)(naphthalen-2-yl)methanone [Si](C1=CC=CC=C1)(C1=CC=CC=C1)(C(C)(C)C)C[C@]1(C2(CC(C1)C2)C(=O)C2=CC1=CC=CC=C1C=C2)C2=CC(=CC(=C2)C)C |r|